C(C1=CC=CC=C1)N1[C@@H]2[C@H](CC1)[C@H](N(C2)C(=O)OC(C)(C)C)C |r| rac-tert-butyl (3aR,4R,6aR)-1-benzyl-4-methylhexahydropyrrolo[3,4-b]-pyrrole-5(1H)-carboxylate